3-(3'-ethoxy-4'-(7-oxo-6,7-dihydro-3H-[1,2,3]triazolo[4,5-d]pyrimidin-5-yl)-6-(2-(pyrrolidin-1-yl)ethoxy)-[1,1'-biphenyl]-3-yl)acrylic acid C(C)OC=1C=C(C=CC1C=1NC(C2=C(N1)NN=N2)=O)C2=CC(=CC=C2OCCN2CCCC2)C=CC(=O)O